(4-amino-3-cyclopropoxyphenyl)dimethylphosphine oxide NC1=C(C=C(C=C1)P(C)(C)=O)OC1CC1